(4-{[2-(4-bromophenyl)imidazo[1,2-a]pyridine-3-yl]methyl}piperazin-1-yl)(2-methylphenyl)methanone BrC1=CC=C(C=C1)C=1N=C2N(C=CC=C2)C1CN1CCN(CC1)C(=O)C1=C(C=CC=C1)C